copper (I) gluconate O=C([C@H](O)[C@@H](O)[C@H](O)[C@H](O)CO)[O-].[Cu+]